(±)-allyl 2-[4-[3-[tert-butylsulfinyl(2-trimethylsilylethoxymethyl)amino]oxetan-3-yl] phenyl]-3-methyl-butanoate C(C)(C)(C)S(=O)N(C1(COC1)C1=CC=C(C=C1)C(C(=O)OCC=C)C(C)C)COCC[Si](C)(C)C